C(=O)O.N[C@H](C)C(=O)N([S@](=O)C=1C=C(C=CC1)NC(C1=C(N=CC(=C1C)C(F)(F)F)OC=1C(=NC(=CC1)F)C)=O)C N-(3-((R)-N-(D-alanyl)-S-methylamino-sulfinyl)phenyl)-2-((6-fluoro-2-methylpyridin-3-yl)oxy)-4-methyl-5-(trifluoromethyl)nicotinamide formate salt